C(=O)O.C(=O)O.C12CN(CC(CC1)N2)C=2N=NC(=CN2)C2=C(C=C(C=C2)C=2C=NNC2)O 2-[3-(3,8-diazabicyclo[3.2.1]oct-3-yl)-1,2,4-triazin-6-yl]-5-(1H-pyrazol-4-yl)phenol diformate